tert-butyl (3S)-6-[2-[2-(dimethylamino)-1-methyl-ethyl]-1,3-benzothiazol-5-yl]-3-methyl-3,4-dihydro-2H-pyridine-1-carboxylate CN(CC(C)C=1SC2=C(N1)C=C(C=C2)C2=CC[C@@H](CN2C(=O)OC(C)(C)C)C)C